ClC1=CC(=C(C=C1)CC(=O)C1=CNC2=CC(=CC=C12)OC)OC 2-(4-chloro-2-methoxyphenyl)-1-(6-methoxy-1H-indol-3-yl)-ethanone